O1CCN(CCC1)CCOC1=CC(=C(C=C1)C=1C=CC(=NC1)CC(=O)NCC1=CC=CC=C1)F 2-(5-(4-(2-(1,4-oxazepan-4-yl)ethoxy)-2-fluorophenyl)pyridin-2-yl)-N-benzylacetamide